2-[(5-fluoro-1-benzothiophene-2-carbonyl)amino]-3-phenylpropanoic acid FC=1C=CC2=C(C=C(S2)C(=O)NC(C(=O)O)CC2=CC=CC=C2)C1